3-(5-methylpyridin-2-yl)-3-oxopropionitrile CC=1C=CC(=NC1)C(CC#N)=O